C(C)(C)(C)OC(=O)N1C(CCCC1)OCCOS(=O)(=O)C1=CC=C(C)C=C1 [2-(p-toluenesulfonyloxy)ethoxy]piperidine-1-carboxylic acid tert-butyl ester